4-(methylsulfonyl)butyl isothiocyanate CS(=O)(=O)CCCCN=C=S